methyl pyridinedicarboxylate N1=C(C(=CC=C1)C(=O)[O-])C(=O)OC